(rac)-(2s,4s)-2-(6-(3-Chloro-4-methylphenyl)-3-azabicyclo[4.1.0]heptan-3-carbonyl)-7-oxa-5-azaspiro[3.4]octan-6-on ClC=1C=C(C=CC1C)C12CCN(CC2C1)C(=O)C1CC2(C1)NC(OC2)=O